C(C1=CC=CC=C1)(C1=CC=CC=C1)N1CCC2(CCN(CC2)CC=2C=C3C(N(C(C3=CC2)=O)C2C(NC(CC2)=O)=O)=O)CC1 5-((9-benzhydryl-3,9-diazaspiro[5.5]undec-3-yl)methyl)-2-(2,6-dioxopiperidin-3-yl)isoindoline-1,3-dione